tert-Butyl (R)-4-((1-methyl-2-oxopyrrolidin-3-yl)amino)isoindoline-2-carboxylate CN1C([C@@H](CC1)NC1=C2CN(CC2=CC=C1)C(=O)OC(C)(C)C)=O